(4-(2-(1H-1,2,4-triazol-1-yl)ethyl)phenoxy)-3-(isopropylamino)propan-2-ol N1(N=CN=C1)CCC1=CC=C(OCC(CNC(C)C)O)C=C1